2-(1-(2-(hydroxymethyl)imidazo[4,5-d]pyrrolo[2,3-b]pyridine-1(6H)-yl)piperidin-4-yl)acetonitrile OCC1=NC=2C(=C3C(=NC2)NC=C3)N1N1CCC(CC1)CC#N